CC(CNC1(CCC1)C1=CC(=CC=C1)C(F)(F)F)(C)N 2-methyl-N1-{1-[3-(trifluoromethyl)phenyl]cyclobutyl}propane-1,2-diamine